C(CCCCCCCCCCCCCCC(C)C)(=O)OCCCCCCCC(C)C isodecyl isostearate